3-(4-((1R,5S)-3,8-diazabicyclo[3.2.1]octan-8-yl)-5,7-difluoro-1-oxoisoindolin-2-yl)piperidine-2,6-dione [C@H]12CNC[C@H](CC1)N2C2=C1CN(C(C1=C(C=C2F)F)=O)C2C(NC(CC2)=O)=O